BrCCN(CC)CC (2-bromoethyl)-(diethyl)amine